3-(4-aminophenyl)propan-1-ol NC1=CC=C(C=C1)CCCO